3-(4,4-difluoro-3,3-dimethyl-1-isoquinolinyl)-7,8-dihydro-6H-cyclopenta[e]benzimidazole FC1(C(N=C(C2=CC=CC=C12)N1C=NC2=C1C=CC1=C2CCC1)(C)C)F